N-(but-3-en-1-yl)-N-(4-chloro-2-(1-phenylethenyl)phenyl)-4-methylbenzenesulfonamide C(CC=C)N(S(=O)(=O)C1=CC=C(C=C1)C)C1=C(C=C(C=C1)Cl)C(=C)C1=CC=CC=C1